FC1=C(C=CC(=C1)C=1C=C2C=NC(=NC2=C(C1)C(C)C)N[C@@H]1CNC[C@H](C1)F)NS(=O)(=O)CC1=NN(C=C1)C N-(2-fluoro-4-(2-(((3S,5S)-5-fluoropiperidin-3-yl)amino)-8-isopropyl-quinazolin-6-yl)phenyl)-1-(1-methyl-1H-pyrazol-3-yl)methanesulfonamide